N-((S)-1-(2-Chloro-N-(((S)-2-oxopyrrolidin-3-yl)methyl)acetamido)-5-methyl-2-oxohexan-3-yl)-4-methoxy-1H-indole-2-carboxamide ClCC(=O)N(C[C@H]1C(NCC1)=O)CC([C@H](CC(C)C)NC(=O)C=1NC2=CC=CC(=C2C1)OC)=O